(4-Methylpiperazin-1-yl)(2-(4-(2-(6-methylpyridin-2-yl)-5,6-dihydro-4H-pyrrolo[1,2-b]pyrazole-3-yl)pyridin-2-yl)-4,6-dihydropyrrolo[3,4-d]imidazol-5(1H)-yl)ketone CN1CCN(CC1)N1C(=NC2=C1CN(C2)C(=O)N2CC=1N(C(=NC1C2)C2=NC=CC(=C2)C2=C1N(N=C2C2=NC(=CC=C2)C)CCC1)N1CCN(CC1)C)C1=NC=CC(=C1)C1=C2N(N=C1C1=NC(=CC=C1)C)CCC2